N1CC(C1)CN1CCC(CC1)N1N=CC2=CC=CC=C12 1-(1-(azetidin-3-ylmethyl)piperidin-4-yl)-1H-indazol